C[C@@H]1N(CC1)C=1N=C(C2=C(N1)CCC2)C=2C=C(C=CC2)CN (S)-(3-(2-(2-methylazetidin-1-yl)-6,7-dihydro-5H-cyclopenta[d]pyrimidin-4-yl)phenyl)methanamine